[4-[5-(4,4,5,5-tetramethyl-1,3,2-dioxaborolan-2-yl)-2-pyridyl]piperazin-1-yl]ethanone CC1(OB(OC1(C)C)C=1C=CC(=NC1)N1CCN(CC1)C(C)=O)C